CC1=CC(=CS1)C1=NC2=C(C=NC=C2)N1 2-(5-methylthiophen-3-yl)-3H-imidazo[4,5-c]Pyridine